COCCOC Dimethyl glycol